NC1=NC=2C=CC(=CC2C2=C1[C@H](OC2)C)C(=O)N([C@H](C)C2=NC=C(C=C2)C(F)(F)F)C(C)C (3R)-4-amino-3-methyl-N-(2-propanyl)-N-((1R)-1-(5-(trifluoromethyl)-2-pyridinyl)ethyl)-1,3-dihydrofuro[3,4-c]quinoline-8-carboxamide